[3-[4-(4-Fluorophenoxy)phenyl]azetidin-1-yl]-[(3S)-3-(1H-tetrazol-5-yl)pyrrolidin-1-yl]methanone FC1=CC=C(OC2=CC=C(C=C2)C2CN(C2)C(=O)N2C[C@H](CC2)C2=NN=NN2)C=C1